Lithium-Nickel Cobalt Manganese [Mn].[Co].[Ni].[Li]